bis(2-methylthiophenyl)phosphine oxide CSC1=C(C=CC=C1)P(C1=C(C=CC=C1)SC)=O